NC1=CC(=C(OC2CCN(CC2)C(C)=O)C=C1)C(F)(F)F 1-(4-(4-amino-2-(trifluoromethyl)phenoxy)piperidin-1-yl)ethan-1-one